C(CCCCC(C)C)OC(C=CC1=CC(=C(C(=C1)C(C)(C)C)O)C(C)(C)C)=O 3-(3,5-di-tert-butyl-4-hydroxyphenyl)acrylic acid isooctyl ester